6-acetyl-8-cyclopentyl-5-methyl-2-[5-(morpholine-4-carbonyl)-pyridin-2-ylamino]-8H-pyrido[2,3-d]Pyrimidin-7-one C(C)(=O)C1=C(C2=C(N=C(N=C2)NC2=NC=C(C=C2)C(=O)N2CCOCC2)N(C1=O)C1CCCC1)C